FC(CC(C(=O)OCC)C1=NN=NN1CC(F)(F)F)F ethyl 4,4-difluoro-2-[1-(2,2,2-trifluoroethyl)tetrazol-5-yl]butanoate